1,1,1,4,5,5,5-heptafluoro-4-(trifluoromethyl)-2-pentyne FC(C#CC(C(F)(F)F)(C(F)(F)F)F)(F)F